2-methyl-1H-pyrrolo[2,3-b]pyridin CC1=CC=2C(=NC=CC2)N1